2-bromo-1-(3,6-difluoropyridin-2-yl)ethanone BrCC(=O)C1=NC(=CC=C1F)F